ClC=1C=C(C=C(C1C)OCCN1CCOCC1)NC(OC1CN(C1)C1=CC(=C(C(=C1)F)C1C(NC(CC1)=O)=O)F)=O 1-(4-(2,6-dioxopiperidin-3-yl)-3,5-difluorophenyl)azetidin-3-yl (3-chloro-4-methyl-5-(2-morpholinoethoxy)phenyl)carbamate